CC(C(=O)OCC1(CCN(CC1)C1=CC(=NC=C1C#CC1CCCC1)Cl)C)C1C(N(CC2N1C(CCN2)=O)CC(CC)C)=O (1-(2-chloro-5-(cyclopentylethynyl)pyridin-4-yl)-4-methylpiperidin-4-yl)methanol methyl-2-(8-(2-methylbutyl)-4,7-dioxooctahydro-2H-pyrazino[1,2-a]pyrimidin-6-yl)acetate